[5-(Imidazo[1,2-a]pyridin-6-yloxymethyl)-2-oxabicyclo[3.1.1]heptan-1-yl]methanamine tert-Butyl-N-[[5-(hydroxymethyl)-2-oxabicyclo[3.1.1]heptan-1-yl]methyl]carbamate C(C)(C)(C)OC(NCC12OCCC(C1)(C2)CO)=O.N=2C=CN1C2C=CC(=C1)OCC12CCOC(C1)(C2)CN